COC=1C=C2C(=C([N+](=C(C2=CC1)C)[O-])C(=C)C)C1=CC=CC=C1 6-methoxy-1-methyl-4-phenyl-3-(prop-1-en-2-yl)isoquinoline 2-oxide